5-(2-ethoxy-3-pyridinyl)-3-methyl-1-[1-methylpropyl]-N-(1H-1,2,4-triazol-3-ylmethyl)pyrazolo[4,3-b]pyridin-7-amine C(C)OC1=NC=CC=C1C1=CC(=C2C(=N1)C(=NN2C(CC)C)C)NCC2=NNC=N2